(1R,5S)-tertbutyl 1-(4-(6-amino-5-(((1r,4R)-4-hydroxycyclohexyl)carbamoyl)pyridin-3-yl)phenyl)-3-azabicyclo[3.1.0]hexane-3-carboxylate NC1=C(C=C(C=N1)C1=CC=C(C=C1)[C@@]12CN(C[C@H]2C1)C(=O)OC(C)(C)C)C(NC1CCC(CC1)O)=O